N-methyl-L-O-methyltyrosine CN[C@@H](CC1=CC=C(C=C1)OC)C(=O)O